((benzyloxy)methyl)-4-ethyl-2-(7-fluoro-4-isopropyl-2-(o-tolyl)quinazoline-6-Yl)-2,4-dihydro-3H-1,2,4-triazol-3-one C(C1=CC=CC=C1)OCC=1N(C(N(N1)C=1C=C2C(=NC(=NC2=CC1F)C1=C(C=CC=C1)C)C(C)C)=O)CC